C1OCCC12CCN(CC2)[C@H]2[C@@H](CCC2)OC=2C=C1CN(C(C1=CC2)=O)C2C(NC(CC2)=O)=O 3-(5-(((1R,2R)-2-(2-oxa-8-azaspiro[4.5]decan-8-yl)cyclopentyl)oxy)-1-oxoisoindolin-2-yl)piperidine-2,6-dione